FC1=C(C=CC(=C1)F)C=1N=C2N(N=C(C=C2)C)C1C(=O)OCC Ethyl 2-(2,4-difluorophenyl)-6-methylimidazo[1,2-b]pyridazine-3-carboxylate